4-[1-(oxetan-3-yl)-1,2,3,6-tetrahydropyridin-4-yl]-8,14-dioxa-10,19,20-triazatetracyclo[13.5.2.12,6.018,21]tricosa-1(20),2,4,6(23),15,17,21-heptaen-9-one O1CC(C1)N1CCC(=CC1)C=1C=C2C3=NNC4=CC=C(OCCCNC(OCC(C1)=C2)=O)C=C34